ClC1=CC(=CC=2CC(OC21)C(=O)OC)[N+](=O)[O-] methyl 7-chloro-5-nitro-2,3-dihydrobenzofuran-2-carboxylate